(3R,6S)-3-Azido-6-((Benzyl((Benzyloxy) Carbonyl)Amino)Methyl)Tetrahydro-2H-Pyran-2-Yl (E)-2,2,2-Trifluoro-N-Phenylacetimidate FC(/C(/OC1O[C@@H](CC[C@H]1N=[N+]=[N-])CN(C(=O)OCC1=CC=CC=C1)CC1=CC=CC=C1)=N\C1=CC=CC=C1)(F)F